FC(OC=1C=C(C=C(C1C(=O)N1CC(C1)(O)C#C)OC)C1=CN=C2N1C=CC(=C2)C(C#N)(C)C)F 2-[3-[3-(Difluoromethoxy)-4-(3-ethynyl-3-hydroxy-azetidine-1-carbonyl)-5-methoxy-phenyl]imidazo[1,2-a]pyridin-7-yl]-2-methyl-propionitrile